6-(4-Ethyl-3-(hydroxymethyl)-5-oxo-4,5-dihydro-1H-1,2,4-triazol-1-yl)-2-(2-Ethylphenyl)-7-fluoro-4-isopropylisoquinolin-1(2H)-one C(C)N1C(=NN(C1=O)C=1C=C2C(=CN(C(C2=CC1F)=O)C1=C(C=CC=C1)CC)C(C)C)CO